COC=1C=C(C=CC1OC)C1=C(C(=NN1)C=1SC(=CN1)C1CCN(CC1)C(C)C)C(C)C 2-(5-(3,4-dimethoxyphenyl)-4-isopropyl-1H-pyrazol-3-yl)-5-(1-isopropylpiperidin-4-yl)thiazole